FC=1C=C2C(=CNC(C2=CC1F)=O)[C@@H](C)N(C(=O)C=1C=C2C=CN(C2=CC1)C)C (R)-N-(1-(6,7-Difluoro-1-oxo-1,2-dihydroisoquinolin-4-yl)ethyl)-N,1-dimethyl-1H-indole-5-carboxamide